N-(6-bromothiazolo[4,5-b]pyrazin-2-yl)-2',5-dicyano-[1,1'-biphenyl]-2-carboxamide BrC=1N=C2C(=NC1)N=C(S2)NC(=O)C=2C(=CC(=CC2)C#N)C2=C(C=CC=C2)C#N